OC(CCCCCCCCC(=O)O)CCCCCCCCCCCCCCC 10-hydroxy-pentacosanic acid